Ethyl (2R)-2-{[(1,2,3,5,6,7-hexahydro-s-indacen-4-yl)carbamoyl]oxy}-3-(oxan-4-yloxy)propanoate C1CCC2=C(C=3CCCC3C=C12)NC(=O)O[C@@H](C(=O)OCC)COC1CCOCC1